ClC1=C(C=CC(=C1)Cl)[C@@H](C)N1N=NC=2C(=NC(=CC21)N2CC(C2)C2CC(C2)(C(=O)O)C)C (R)-3-(1-(1-((R)-1-(2,4-dichlorophenyl)ethyl)-4-methyl-1H-[1,2,3]triazolo[4,5-C]pyridin-6-yl)azetidin-3-yl)-1-methylcyclobutane-1-carboxylic acid